(3S,4R)-3-cyclopropyl-4-ethyl-2-oxopyrrolidine-3-carbonitrile C1(CC1)[C@@]1(C(NC[C@@H]1CC)=O)C#N